BrC1=CN(C2=NC=C(C=C21)Cl)S(=O)(=O)C2=CC=C(C)C=C2 3-bromo-5-chloro-1-p-toluenesulfonyl-1H-pyrrolo[2,3-b]pyridine